ClC1=C(C=CC(=C1)Cl)S(=O)(=O)N1CC(C1)(COC=1C=NC=CC1)CO (1-((2,4-dichlorophenyl)sulfonyl)-3-((pyridin-3-yloxy)methyl)azetidin-3-yl)methanol